C(C)(C)(C)OC(CNC=1C(=NC=C(C1)Br)C#N)=O.NC=1C2=C(N(C(N1)=O)CC(=O)OC(C)(C)C)C=C(C=N2)Br tert-butyl (4-amino-7-bromo-2-oxopyrido[3,2-d]pyrimidin-1(2H)-yl)acetate tert-Butyl-N-(5-bromo-2-cyanopyridin-3-yl)glycinate